P(=O)(O[C@H]1O[C@@]([C@@H]([C@@H]1O)O)(C#N)C1=CC=C2C(=NC=NN21)N)([O-])[O-] ((2R,3S,4R,5R)-5-(4-aminopyrrolo[2,1-f][1,2,4]triazin-7-yl)-5-cyano-3,4-dihydroxytetrahydrofuran-2-yl) phosphate